ClC1=CC=C(C(=N1)C(=O)N)O[C@H](C)C=1C=C(C=C2C(C(=C(OC12)C=1C=C2C(=NC1)OC(=N2)C)C)=O)C 6-Chloro-3-[(1R)-1-[3,6-dimethyl-2-(2-methyloxazolo[5,4-b]pyridin-6-yl)-4-oxo-chromen-8-yl]ethoxy]pyridine-2-carboxamide